2-(3-methoxy-5-(2H-1,2,3-triazol-2-yl)pyridin-2-yl)-7-(2,2,6,6-tetramethyl-1,2,3,6-tetrahydropyridin-4-yl)imidazo[1,2-a]pyrimidine COC=1C(=NC=C(C1)N1N=CC=N1)C=1N=C2N(C=CC(=N2)C=2CC(NC(C2)(C)C)(C)C)C1